C(#N)[C@H](C[C@@H]1C(NCCC1)=O)NC(=O)[C@H]1N([C@@H]2CC([C@H]1CC2)(F)F)C([C@H](CC2CC2)NC(C(F)(F)F)=O)=O (1S,3S,4S)-N-[(1S)-1-cyano-2-[(3R)-2-oxo-3-piperidyl]ethyl]-2-[(2S)-3-cyclopropyl-2-[(2,2,2-trifluoroacetyl)amino]propanoyl]-5,5-difluoro-2-azabicyclo[2.2.2]octane-3-carboxamide